COCOC1=C(C=CC(=C1)C=1C=NN(C1)C1OCCCC1)C1=CC2=C(N=N1)C(=CS2)OS(=O)(=O)C(F)(F)F trifluoromethanesulfonic acid [3-[2-(methoxymethoxy)-4-(1-tetrahydropyran-2-ylpyrazol-4-yl) phenyl] thieno[3,2-c]pyridazin-7-yl] ester